FCCNC1=C(C(=O)N)C=CC=C1 2-((2-fluoroethyl)amino)benzamide